oxo-indene O=C1C=CC2=CC=CC=C12